1-(BUT-2-YN-1-YL)PIPERIDINE-3-CARBALDEHYDE C(C#CC)N1CC(CCC1)C=O